C1(=CC=CC=C1)C1=C(C(=C2C(=C1)N=C1C=CC3=C4C=CC=CC4=NC3=C12)C1=CC=C2C=CC3=CC=CC4=CC=C1C2=C34)C3=NC=CC=C3 Phenylpyridinyl-(pyrenyl)indolocarbazole